6-(3-fluoropyrazin-2-yl)-9-((2-(trimethylsilyl)ethoxy)methyl)-9H-purine FC=1C(=NC=CN1)C1=C2N=CN(C2=NC=N1)COCC[Si](C)(C)C